Bromomesitylene CC1=CC(=C(C(=C1)C)Br)C